COC1=CC=C(C=C1)[C@@](C)(O)C1=CC=NC=C1 (R)-1-(4-methoxyphenyl)-1-(4-pyridyl)-1-ethanol